C(C)(C)C1=C(C(=CC=C1)C)NC(\C=C\C=1C=CC2=C(NC(O2)=O)C1)=O (E)-N-(2-isopropyl-6-methylphenyl)-3-(2-oxo-2,3-dihydrobenzo[d]oxazol-5-yl)acrylamide